N-((2-methyl-1,3-dioxolan-2-yl)methyl)methacrylamide CC1(OCCO1)CNC(C(=C)C)=O